(R)-5-{4-[4-(3,5-dimethylpyridin-2-yl)piperazine-1-carbonyl]-3-methylphenyl}-5-methylimidazolidine-2,4-dione CC=1C(=NC=C(C1)C)N1CCN(CC1)C(=O)C1=C(C=C(C=C1)[C@@]1(C(NC(N1)=O)=O)C)C